N=1NN=NC1CCC=1C=C(C=CC1)C=1C(=NC=CC1OC1=C(N=C(S1)C)C1=NC(=CC=C1)C)N (3-(2-(2H-tetrazol-5-yl)ethyl)phenyl)-4-((2-methyl-4-(6-methylpyridin-2-yl)thiazol-5-yl)oxy)pyridin-2-amine